(E)-2-(benzo[d]thiazol-2-yl)-3-(5-ethyl-8-((3,4,5-trihydroxy-6-(hydroxymethyl)tetrahydro-2H-pyran-2-yl)oxy)-1,2,3,3a,4,5-hexahydropyrrolo[1,2-a]quinoxaline-7-yl)acrylonitrile S1C(=NC2=C1C=CC=C2)\C(\C#N)=C\C=2C=C1N(CC3N(C1=CC2OC2OC(C(C(C2O)O)O)CO)CCC3)CC